(S)-N-(3-chloro-4-cyclopropoxy-2-fluorophenyl)-6-(pyrrolidin-3-yloxy)pyrido-[3,2-d]pyrimidin-4-amine ClC=1C(=C(C=CC1OC1CC1)NC=1C2=C(N=CN1)C=CC(=N2)O[C@@H]2CNCC2)F